(+/-)-2-methyl-3-[4-(trifluoromethyl)phenyl]propanal C[C@@H](C=O)CC1=CC=C(C=C1)C(F)(F)F |r|